CC=1C=CC=2N(C3=CC=C(C=C3C2C1)C)C1=CC=C(C=C1)C=1C(=C(C(=C(C1C1=CC(=NC(=C1)C1=CC=CC=C1)C1=CC=CC=C1)C1=CC(=NC(=C1)C1=CC=CC=C1)C1=CC=CC=C1)C1=CC=C(C=C1)N1C2=CC=C(C=C2C=2C=C(C=CC12)C)C)C1=CC(=NC(=C1)C1=CC=CC=C1)C1=CC=CC=C1)C#N 4,4''-bis(3,6-dimethyl-9H-carbazol-9-yl)-3',5',6'-tris(2,6-diphenylpyridin-4-yl)-[1,1':4',1''-terphenyl]-2'-carbonitrile